NCC(=O)NC(=O)NC1=C2NC=NC2=NC=N1 N6-glycylaminoformyl-adenine